CC(C(=O)O)(CC(=O)O)CC 2-methyl-2-ethylbutanedioic acid